6-cyclopropyl-5-ethoxypyridazin-3(2H)-one C1(CC1)C=1C(=CC(NN1)=O)OCC